silicon tetrafluoroethylene FC(=C(F)F)F.[Si]